2-((S)-1-(4-((5-fluoroquinolin-6-yl)amino)-5-((R)-1-(oxetan-3-yl)ethoxy)quinazolin-7-yl)pyrrolidin-3-yl)propan-2-ol FC1=C2C=CC=NC2=CC=C1NC1=NC=NC2=CC(=CC(=C12)O[C@H](C)C1COC1)N1C[C@H](CC1)C(C)(C)O